tert-Butyl (1R,5S)-3-(7-bromo-2-chloro-1,5-naphthyridin-4-yl)-3,8-diazabicyclo[3.2.1]octane-8-carboxylate BrC1=CN=C2C(=CC(=NC2=C1)Cl)N1C[C@H]2CC[C@@H](C1)N2C(=O)OC(C)(C)C